C(=O)O.N[C@H]1COCC[C@H]1C1=C(C2=NC(=CC(=C2S1)NCC=1SC=CC1)Cl)Br 2-((3R,4R)-3-aminotetrahydro-2H-pyran-4-yl)-3-bromo-5-chloro-N-(thiophen-2-ylmethyl)thieno[3,2-b]pyridin-7-amine formate